FC=1C=C2N(CCN(C2=CC1)C(CCN1CCCCC1)=O)C1=CC=CC=C1 1-(6-fluoro-4-phenyl-3,4-dihydroquinoxalin-1(2H)-yl)-3-(piperidin-1-yl)propan-1-one